CC1(CCC(C2=CC=CC=C12)NC1=NC=C(C(=N1)N[C@H]1C[C@H](CCC1)O)C(=O)N)C 2-(4,4-dimethyl-1,2,3,4-tetrahydronaphthalen-1-ylamino)-4-((1R,3S)-3-hydroxycyclohexylamino)-pyrimidine-5-carboxamide